COCCNC=1C=C(OC(C(=O)OC)(C)C)C=CC1[N+](=O)[O-] methyl 2-[3-(2-methoxyethylamino)-4-nitro-phenoxy]-2-methyl-propanoate